(S)-2-(2-chloro-6-fluorobenzamido)-3-(4-(5,6-dichloro-3-methyl-2-oxo-2,3-dihydro-1H-benzo[d]imidazol-1-yl)phenyl)propanoic acid methyl ester COC([C@H](CC1=CC=C(C=C1)N1C(N(C2=C1C=C(C(=C2)Cl)Cl)C)=O)NC(C2=C(C=CC=C2F)Cl)=O)=O